CC12CC(CC(CC1)(N2)C)=O 1,5-dimethyl-8-azabicyclo[3.2.1]octan-3-one